2-[2'-hydroxy-5'-(methacryloyloxyethyl)phenyl]-5-chloro-2H-benzotriazolebenzyl (5-fluoro-2-(oxiran-2-yl)pyridin-4-yl)carbamate FC=1C(=CC(=NC1)C1OC1)NC(OCC1=CC=CC=C1C1=C(C=CC2=NN(N=C21)C2=C(C=CC(=C2)CCOC(C(=C)C)=O)O)Cl)=O